C(C)(C)C(=O)NC1=CC=C(C=C1)C=1NC2=NC=CC=C2C1 2-(4-(N-isopropylformylamino)phenyl)-7-azaindole